[N+](=O)([O-])C1=CC=C(COC(C2=C(C=C(C=C2OCC2=CC=C(C=C2)[N+](=O)[O-])OC)OC)=O)C=C1 2,4-dimethoxy-6-[(4-nitrobenzyl)oxy]benzoic acid 4-nitrobenzyl ester